5-(8-chloro-5-oxo-5,6-dihydro-11H-indolo[3,2-c]isoquinolin-11-yl)-N-hydroxypentanamide ClC=1C=C2C(=CC1)N(C1=C2NC(C2=CC=CC=C12)=O)CCCCC(=O)NO